CC1=C(OC(C(=O)OCC)(C)C)C(=CC(=C1)C(C)N1N=CN(C1=O)C1=CC=C(C=C1)C(F)(F)F)C Ethyl 2-(2,6-dimethyl-4-(1-(5-oxo-4-(4-(trifluoromethyl) phenyl)-4,5-dihydro-1H-1,2,4-triazol-1-yl)ethyl)phenoxy)-2-methylpropionate